1-benzyl-3-(benzyloxy)-2-ethylpyridin-4(1H)-one C(C1=CC=CC=C1)N1C(=C(C(C=C1)=O)OCC1=CC=CC=C1)CC